(2R,3R)-3-(3-(2,4-dichlorophenyl)isoxazol-5-yl)-2-(2,4-difluorophenyl)-1-(1H-tetrazol-1-yl)butan-2-ol ClC1=C(C=CC(=C1)Cl)C1=NOC(=C1)[C@@H]([C@@](CN1N=NN=C1)(O)C1=C(C=C(C=C1)F)F)C